(1S,2S,6R,8S)-4-[(S)-1-Chloro-2-(7-chloro-benzofuran-3-yl)-ethyl]-2,9,9-trimethyl-3,5-dioxa-4-bora-tricyclo[6.1.1.02,6]decane Cl[C@H](CC1=COC2=C1C=CC=C2Cl)B2O[C@]1([C@@H]3C([C@H](C[C@H]1O2)C3)(C)C)C